3-(5-bromo-2-(3-(5-(trifluoromethyl)pyridin-2-yloxy)pyrrolidin-1-yl)phenyl)acrylic acid ethyl ester C(C)OC(C=CC1=C(C=CC(=C1)Br)N1CC(CC1)OC1=NC=C(C=C1)C(F)(F)F)=O